N1=CN=C(C2=C1NC=C2)NC2=C(C=CC(=C2)C#CC(C)(C=2SC=CN2)O)N2C[C@@H](CC2)C#N (R)-1-(2-((7H-pyrrolo[2,3-d]pyrimidin-4-yl)amino)-4-(3-hydroxy-3-(thiazol-2-yl)but-1-yn-1-yl)phenyl)pyrrolidine-3-carbonitrile